3-chloro-5-bromobenzoic acid chloride ClC=1C=C(C(=O)Cl)C=C(C1)Br